CC1=C(C(=CC=C1)C)SC=1C=CC=2C=3C4=C(C(=CC3C(C2C1)(CCC)CCC)O)C=CC(=C4)C 9-((2,6-dimethylphenyl)thio)-2-methyl-7,7-dipropyl-7H-benzo[c]fluoren-5-ol